N(=[N+]=[N-])CC1=NN=C(O1)C1=C(NC2=CC=C(C=C2)C(F)(F)F)C=CC=C1 2-[5-(azidomethyl)-1,3,4-oxadiazol-2-yl]-N-[4-(trifluoromethyl)phenyl]aniline